(6aR,7R,10aS)-4-(2-fluorophenyl)-7,10a-dimethyl-8-oxo-2-(quinolin-3-yl)-5,6,6a,7,8,10a-hexahydrobenzo[h]quinazoline-9-carbonitrile FC1=C(C=CC=C1)C1=NC(=NC=2[C@]3([C@H](CCC12)[C@H](C(C(=C3)C#N)=O)C)C)C=3C=NC1=CC=CC=C1C3